OC1=CC(=C2C=CC=NC2=C1)C=1C(=C(N=C2[C@H]3C([C@@H](CC12)C3)(C)C)N3CC1(CN(C1)C(C=C)=O)CC3)C#N (M)-(1R,9R)-6-(7-hydroxy-5-quinolinyl)-10,10-dimethyl-4-(2-(2-propenoyl)-2,6-diazaspiro[3.4]octan-6-yl)-3-azatricyclo[7.1.1.02,7]undeca-2,4,6-triene-5-carbonitrile